C(#N)C(C(=O)OC(C)CCCCCC)=C 2-octyl α-cyanoacrylate